beta-D-Glucose pentakis(3,4-dihydroxy-5-((3,4,5-trihydroxybenzoyl)oxy) benzoate) OC=1C=C(C(=O)O[C@H]2[C@H](OC(C3=CC(=C(C(=C3)OC(C3=CC(=C(C(=C3)O)O)O)=O)O)O)=O)[C@@H](OC(C3=CC(=C(C(=C3)OC(C3=CC(=C(C(=C3)O)O)O)=O)O)O)=O)[C@H](OC(C3=CC(=C(C(=C3)OC(C3=CC(=C(C(=C3)O)O)O)=O)O)O)=O)[C@H](O2)COC(C2=CC(=C(C(=C2)OC(C2=CC(=C(C(=C2)O)O)O)=O)O)O)=O)C=C(C1O)OC(C1=CC(=C(C(=C1)O)O)O)=O